C(C)(C)(C)OC(=O)N1CC2=C(C=C(C=C2CC1)C#N)O 6-cyano-8-hydroxy-3,4-dihydroisoquinoline-2(1H)-carboxylic acid tert-butyl ester